2-((S)-1-propenoyl-4-(2-(((S)-1-methylpyrrolidin-2-yl)methoxy)-7-(naphthalen-2-ylmethyl)imidazo[2,1-f][1,2,4]triazin-4-yl)piperazin-2-yl)acetonitrile C(C=C)(=O)N1[C@H](CN(CC1)C1=NC(=NN2C1=NC=C2CC2=CC1=CC=CC=C1C=C2)OC[C@H]2N(CCC2)C)CC#N